CC(C)NC(=O)C=1C=NC=CC1 N-(propan-2-yl)pyridine-3-carboxamide